S(=O)(=O)(O)C(C(=O)OCCCCCCCC)CC(=O)OCCCCCCCC sulfosuccinic acid, dioctyl ester